1-[3-(2,6-dimethoxyphenyl)-1H-pyrrolo[2,3-b]pyridin-6-yl]-3-[(3-fluoro-1-methylazetidin-3-yl)methyl]urea COC1=C(C(=CC=C1)OC)C1=CNC2=NC(=CC=C21)NC(=O)NCC2(CN(C2)C)F